C(C=CCCCCCCCC)(=O)OCCCCCCO 6-hydroxyhexyl undec-2-enoate